3-bromo-N-(3-(methoxymethoxy)-2,6-dimethylphenyl)-5,6-dimethylpyridine-2-amine BrC=1C(=NC(=C(C1)C)C)NC1=C(C(=CC=C1C)OCOC)C